N-(3-((1R,3R)-3-hydroxycyclopentyl)-1H-pyrazol-5-yl)-2-(3-methylisoxazol-5-yl)acetamide O[C@H]1C[C@@H](CC1)C1=NNC(=C1)NC(CC1=CC(=NO1)C)=O